OC1(C[C@@H]2[C@@H](CN(C2)CC(O)C2=CC=C(C=N2)O)C1)CC1=CC=C(C=C1)OC.[S].[Ga].[In].[Ag] silver-indium-gallium sulfur rac-6-{2-[(3aR,5R,6aS)-5-hydroxy-5-[(4-methoxyphenyl)methyl]-octahydrocyclopenta[c]pyrrol-2-yl]-1-hydroxyethyl}pyridin-3-ol